1-trifluoromethyl-4-chloro-3,5-diaminobenzene FC(C1=CC(=C(C(=C1)N)Cl)N)(F)F